5-(6-fluoro-4-methoxy-2-(((1r,4r)-4-methoxy-4-methylcyclohexyl)amino)pyrrolo[2,1-f][1,2,4]triazin-5-yl)-N-methylpyrazolo[1,5-a]pyridine-3-carboxamide FC=1C(=C2C(=NC(=NN2C1)NC1CCC(CC1)(C)OC)OC)C1=CC=2N(C=C1)N=CC2C(=O)NC